7-oxo-N-(2-(piperidin-1-yl)ethyl)-7H-benzo[h]pyrido[2,1-b]quinazoline-12-carboxamide O=C1N2C(=NC=3C4=C(C=CC13)C=CC=C4)C(=CC=C2)C(=O)NCCN2CCCCC2